SCCC(=O)N([C@H](C)C(=O)[O-])C N-(3-mercaptopropanoyl)-N-methyl-D-alaninate